6-Bromo-2-((tert-butoxycarbonyl)amino)-3-cyano-5-fluorothieno[2,3-b]pyridine 7-oxide BrC1=C(C=C2C(=[N+]1[O-])SC(=C2C#N)NC(=O)OC(C)(C)C)F